4-ethyl-1-methyl-2-pyrazoline C(C)C1C=NN(C1)C